chlorofluoroacetyl chloride ClC(C(=O)Cl)F